Dimethyl [(3S)-3-(2,4-difluorophenyl)-2-oxobutyl]phosphonate FC1=C(C=CC(=C1)F)[C@@H](C(CP(OC)(OC)=O)=O)C